ClC1=CC(=C(C=C1)C1=CC=C(N=N1)N([C@@H]1C[C@@H]2CC([C@@H](C1)N2C(=O)OC(C)(C)C)(F)F)C)OCOC tert-butyl (1R,3R,5R)-3-((6-(4-chloro-2-(methoxymethoxy)phenyl)pyridazin-3-yl)(methyl)amino)-6,6-difluoro-8-azabicyclo[3.2.1]octane-8-carboxylate